N1(CCOCC1)S(=O)(=O)OCC(=O)NC=1SC(=C(N1)C)CC1=CC=C(C=C1)C 2-((4-methyl-5-(4-methylbenzyl)thiazol-2-yl)amino)-2-oxoethyl morpholine-4-sulfonate